4-(cyclopentylamino)-2-((4-(1,1-dioxido-1,2-thiazinan-2-yl)-2-methoxyphenyl)amino)-7H-pyrrolo[2,3-d]pyrimidine-5-carbonitrile C1(CCCC1)NC=1C2=C(N=C(N1)NC1=C(C=C(C=C1)N1S(CCCC1)(=O)=O)OC)NC=C2C#N